1-[(6-bromo-4-methyl-3-pyridinyl)sulfonyl]-7-methyl-indoline BrC1=CC(=C(C=N1)S(=O)(=O)N1CCC2=CC=CC(=C12)C)C